3-(5-Methyl-1H-indazol-4-yl)-4,6-dihydropyrrolo[3,4-c]pyrazole-5(1H)-carbonitrile CC=1C(=C2C=NNC2=CC1)C=1C2=C(NN1)CN(C2)C#N